2-bromo-4-(difluoromethyl)-1,3-thiazole BrC=1SC=C(N1)C(F)F